COC(C1=CC(=CC=C1)NCC1N(CCC1)CC)=O 3-((1-ethylpyrrolidin-2-yl)methyl)aminobenzoic acid methyl ester